tert-butyl N-[(S)-[(3S)-7-methyl-1,2,3,4-tetrahydro-1,5-naphthyridin-3-yl](phenyl)methyl]carbamate CC1=CN=C2C[C@@H](CNC2=C1)[C@H](NC(OC(C)(C)C)=O)C1=CC=CC=C1